(1R)-1-phenyl-ethan-1-ol C1(=CC=CC=C1)[C@@H](C)O